4-(n-propyl)-4-azapentacyclo[9.2.1.11,7.02,6.08,13]-10-pentadecen-3-one C(CC)N1C(C2C34C5CC(=CCC5C(C2C1)C4)C3)=O